8-ethyl-5-(((1S,3S)-3-methylcyclohexyl)oxy)quinoline-4-carboxylic acid C(C)C=1C=CC(=C2C(=CC=NC12)C(=O)O)O[C@@H]1C[C@H](CCC1)C